N-(2,4-dihydroxy-5-isopropylphenyl)-4-fluoro-N-propylbenzamide OC1=C(C=C(C(=C1)O)C(C)C)N(C(C1=CC=C(C=C1)F)=O)CCC